[Sn].[Ge] Germanium-Stannum